methylenecalcium phosphate P(=O)(O)(O)O.C=[Ca]